4-(2-chloro-4-fluorophenyl)-7-(4-methyl-1,3-thiazol-5-yl)-2-(2-(2-propenoyl)-2,6-diazaspiro[3.4]octan-6-yl)-7,8-dihydro-5H-pyrano[4,3-b]pyridine-3-carbonitrile ClC1=C(C=CC(=C1)F)C1=C2C(=NC(=C1C#N)N1CC3(CN(C3)C(C=C)=O)CC1)CC(OC2)C2=C(N=CS2)C